2-Chloro-N-[4-[(E)-3-[4-[2-hydroxyethyl(methyl)amino]phenyl]prop-2-enoyl]phenyl]-6-methylpyridine-3-carboxamide ClC1=NC(=CC=C1C(=O)NC1=CC=C(C=C1)C(\C=C\C1=CC=C(C=C1)N(C)CCO)=O)C